C(C)(C)(C)OC(=O)N1C[C@H](C[C@H](C1)C(NC=1C=NC(=CC1)NC(C1=NC(=CC=C1)Br)=O)=O)NC(C=C)=O.C(C)(C)(C)C=1C(C=CC(C1)=O)=O 5-tert-butyl-benzoquinone tert-butyl-(3S,5R)-3-acrylamido-5-((6-(6-bromopicolinamido)pyridin-3-yl)carbamoyl)-piperidine-1-carboxylate